ClC1=C(C(=CC=C1OC)F)N1N=CC2=C1COC[C@H]2NC(C2=NC=C(C(=C2)C)C)=O (S)-N-(1-(2-chloro-6-fluoro-3-methoxyphenyl)-1,4,5,7-tetrahydropyrano[3,4-c]pyrazol-4-yl)-4,5-dimethylpicolinamide